2-(2-((3S,4R)-4-fluorotetrahydrofuran-3-yl)-2H-pyrazolo[3,4-b]pyridin-6-yl)-3-methyl-5-(trifluoromethyl)phenol F[C@@H]1[C@H](COC1)N1N=C2N=C(C=CC2=C1)C1=C(C=C(C=C1C)C(F)(F)F)O